2,2-difluoro-3-phenylpropionic acid FC(C(=O)O)(CC1=CC=CC=C1)F